O1C(=NC2=C1C=CC=C2)C=2N=C(N(C(C2O)=O)C)C=2N(C1=C(N2)C=CC(=C1)C(=O)N(C)C)C1CCC1 2-[4-(1,3-benzoxazol-2-yl)-5-hydroxy-1-methyl-6-oxopyrimidin-2-yl]-3-cyclobutyl-N,N-dimethyl-1,3-benzodiazole-5-carboxamide